C1(CCCCC1)NC1=C(N=C2N1C=CC(=C2)C=2C(=NOC2C)C)CCC2=CC=C(C=C2)NC(CCCCCNC2=C1C(N(C(C1=CC=C2)=O)C2C(NC(CC2)=O)=O)=O)=O N-(4-(2-(3-(cyclohexylamino)-7-(3,5-dimethylisoxazol-4-yl)imidazo[1,2-a]pyridin-2-yl)ethyl)phenyl)-6-((2-(2,6-dioxopiperidin-3-yl)-1,3-dioxoisoindolin-4-yl)amino)hexanamide